F[P-](F)(F)(F)(F)F.C(CCC)N1CC=CC=C1 N-butylpyridine hexafluorophosphate salt